2,3-bis(4-nitronaphthoxy)naphthalene [N+](=O)([O-])C1=CC=C(C2=CC=CC=C12)OC1=CC2=CC=CC=C2C=C1OC1=CC=C(C2=CC=CC=C12)[N+](=O)[O-]